(E)-Methyl 5-(2-(4-(3-((tert-butyldimethylsilyl)oxy)-4-(3-(2-(thiophen-3-yl)vinyl)phenyl)butyl)-2-oxo-1,3,4-thiadiazinan-3-yl)ethyl)thiophene-2-carboxylate [Si](C)(C)(C(C)(C)C)OC(CCN1N(C(SCC1)=O)CCC1=CC=C(S1)C(=O)OC)CC1=CC(=CC=C1)\C=C\C1=CSC=C1